C(#N)C1(CCN(CC1)C(=O)NC=1SC(=C(N1)C1=CC(=CC=C1)C#N)C1=CC(=NC(=C1)C)C(C)(C)OCC1=CC=C(C=C1)OC)C 4-cyano-N-[4-(3-cyanophenyl)-5-[2-[1-[(4-methoxyphenyl)methoxy]-1-methyl-ethyl]-6-methyl-4-pyridyl]thiazol-2-yl]-4-methyl-piperidine-1-carboxamide